formylbicyclo[2.2.2]octane-1-carboxylic acid methyl ester COC(=O)C12C(CC(CC1)CC2)C=O